NC1=NC=2C=CC(=CC2C2=C1N(N=C2)C)C(=O)N2[C@H](COCC2)C2=NC=C(C=C2)OC(F)F (4-amino-3-methyl-3H-pyrazolo[3,4-c]quinolin-8-yl)((3S)-3-(5-(difluoromethoxy)-2-pyridinyl)-4-morpholinyl)methanone